COC1=NN(C2=CC=C(C=C12)C=O)C 3-Methoxy-1-methyl-1H-indazole-5-carbaldehyde